6-oxohexyl oleate C(CCCCCCC\C=C/CCCCCCCC)(=O)OCCCCCC=O